CC1=C(C=C)C=CC=C1CC 2-methyl-3-ethylstyrene